(2-(2-isopropylphenyl)-4-(pyridin-2-ylmethyl)piperazin-1-yl)-7-azaspiro[3.5]Nonane C(C)(C)C1=C(C=CC=C1)C1N(CCN(C1)CC1=NC=CC=C1)C1CCC12CCNCC2